N[C@H]1CCCC2=CC=CC=C12 (3R,4S)-4-aminotetralin